4-(4-(1,4-dimethyl-1H-pyrazol-5-yl)piperidin-1-yl)-6-(3-oxoazetidin-1-yl)-2-(trifluoromethyl)nicotinonitrile CN1N=CC(=C1C1CCN(CC1)C1=CC(=NC(=C1C#N)C(F)(F)F)N1CC(C1)=O)C